2-methyl-1,2,3,5,6,7-hexahydrodicyclopenta[b,e]pyridin-8-amine CC1CC=2C(=NC3=C(C2N)CCC3)C1